(3R)-3-methyl-1,4'-bipiperidine hydrochloride Cl.C[C@H]1CN(CCC1)C1CCNCC1